C(C)C(C(CO)(CCC(C)C)C)O 3-ethyl-2-methyl-2-(3-methylbutyl)-1,3-propanediol